5-(7-(Difluoromethyl)-6-(1-methyl-2-oxo-1,2-dihydropyridin-3-yl)-3,4-dihydroquinolin-1(2H)-yl)-1,3-dimethyl-7-(tetrahydro-2H-pyran-4-yl)-1,6-naphthyridin-2(1H)-one FC(C1=C(C=C2CCCN(C2=C1)C1=C2C=C(C(N(C2=CC(=N1)C1CCOCC1)C)=O)C)C=1C(N(C=CC1)C)=O)F